(2H-tetrazol-5-yl)butan N=1NN=NC1CCCC